(E)-3-(4,4-dimethylcyclohex-1-en-1-yl)prop-2-ene-1,1-diyl diacetate C(C)(=O)OC(\C=C\C1=CCC(CC1)(C)C)OC(C)=O